N1N=C(C(=C1)C(=O)[O-])C(=O)[O-] pyrazole-3,4-dicarboxylate